CC(=C)C(=O)OCCCCCCOC(=O)C(=C)C 1,6-hexamethylene dimethacrylate